N1CC(CC1)NC=1SC2=C(N1)C=CC=C2 N-(pyrrolidin-3-yl)-1,3-benzothiazol-2-amine